4-(2-(2-(3-(cyclopropylamino)-3-oxopropyl)-5-methyl-1,2,3,4-tetrahydroisoquinolin-7-yl)-5H-pyrrolo[2,3-b]pyrazin-7-yl)-N,N,2-trimethylbenzamide C1(CC1)NC(CCN1CC2=CC(=CC(=C2CC1)C)C=1N=C2C(=NC1)NC=C2C2=CC(=C(C(=O)N(C)C)C=C2)C)=O